ClC1=C(C=CC=C1NC=1C=NC(=CC1)OC(F)F)[C@@]1(CC(N(C(N1)=N)[C@H]1CC(OCC1)(C)C)=O)C |o1:25| (6S)-6-(2-Chloro-3-{[6-(difluoromethoxy)pyridin-3-yl]-amino}phenyl)-3-[(4R*)-2,2-dimethyltetrahydropyran-4-yl]-2-imino-6-methylhexahydro-pyrimidin-4-one